2-{6-[3-(azetidin-3-yl)propyl]-7H-pyrrolo[2,3-c]pyridazin-3-yl}phenol N1CC(C1)CCCC1=CC2=C(N=NC(=C2)C2=C(C=CC=C2)O)N1